C1C(CCCC1)C(=O)N Cyclohexane-2-carboxamide